C(C)N1CN(CC1)CC 1,3-diethylimidazolidin